N-(3-chloro-4-fluorophenyl)-5-(4-chloro-5-(1-methyl-1H-pyrazol-4-yl)thiophen-2-yl)-2-methyl-1,2,6-thiadiazinane-3-carboxamide 1,1-dioxide ClC=1C=C(C=CC1F)NC(=O)C1N(S(NC(C1)C=1SC(=C(C1)Cl)C=1C=NN(C1)C)(=O)=O)C